C1(C(CCCC1)NC(=O)C1=NC(=CC=C1)C1=NC2=C(N1)C=CC=C2)NC(=O)C2=NC(=CC=C2)C2=NC1=C(N2)C=CC=C1 N,N'-(cyclohexane-1,2-diyl)bis(6-(1H-benzo[d]imidazol-2-yl)pyridinamide)